5-(4-((7-ethyl-6-oxo-5,6-dihydro-1,5-naphthyridin-3-yl)methyl)piperazin-1-yl)-3-fluoro-N-methylpicolinamide C(C)C=1C(NC=2C=C(C=NC2C1)CN1CCN(CC1)C=1C=C(C(=NC1)C(=O)NC)F)=O